FC=1C=C(CNC(=O)[C@@]2(C(N(CC2)C=2C=C3C4(C(NC3=CC2)=O)CC4)=O)O)C=C(C1)F (S)-N-(3,5-difluorobenzyl)-3-hydroxy-2-oxo-1-(2'-oxospiro[cyclopropane-1,3'-indoline]-5'-yl)pyrrolidine-3-carboxamide